BrC1=CC=C(OC=2N=NN(C2)CC=2C=C3CN(C(C3=CC2)=O)C2C(NC(CC2)=O)=O)C=C1 3-(5-((4-(4-bromophenoxy)-1H-1,2,3-triazol-1-yl)methyl)-1-oxoisoindolin-2-yl)piperidine-2,6-dione